C(C)(=O)OCCN1CCN(CC1)C1=C(C(=CC=C1)F)[N+](=O)[O-] 2-[4-(3-Fluoro-2-Nitrophenyl)Piperazin-1-Yl]Ethyl Acetate